C1(CC1)N(CC[C@@H](C(=O)O)NC(=O)OCC1=CC=NC=C1)CCCCC1=NC=2NCCCC2C=C1 (S)-4-(cyclopropyl(4-(5,6,7,8-tetrahydro-1,8-naphthyridin-2-yl)butyl)amino)-2-(((pyridin-4-ylmethoxy)carbonyl)amino)butanoic acid